CC1=NC(=CC(=N1)NC1=NC=C(C(=O)NOCC)C(=C1)NC1=C(C(=CC(=C1)F)C1=NC=C(N=C1)C)OC([2H])([2H])[2H])C 6-((2,6-dimethyl-pyrimidin-4-yl)amino)-N-ethoxy-4-((5-fluoro-2-(methoxy-d3)-3-(5-methyl-pyrazin-2-yl)phenyl)amino)nicotinamide